7-[2-({2-methyl-8-[4-(trifluoromethyl)-phenyl]-2H,8H-pyrazolo[3,4-b]indol-5-yl}formamido)ethoxy]heptanoic acid CN1N=C2N(C3=CC=C(C=C3C2=C1)C(=O)NCCOCCCCCCC(=O)O)C1=CC=C(C=C1)C(F)(F)F